C(=C)(C)C1C2C=CC(C1)C2 5-isopropenyl-2-norbornene